ClC1=C(C=C(C=C1)NN)S(=O)(=O)C (4-chloro-3-(methylsulfonyl)phenyl)hydrazine